4-Chlorophenoxyacetate ClC1=CC=C(OCC(=O)[O-])C=C1